BrC=1C=CC(=C(C(=O)NC2=CC(=C(C=C2)C(F)(F)F)F)C1)O 5-bromo-N-(3-fluoro-4-(trifluoromethyl)phenyl)-2-hydroxybenzamide